BrC1=C(C=C2C(=NC(=NC2=C1F)OC[C@]12CCCN2C[C@@H](C1)F)O[C@H]1[C@H](N(CC1)C(=O)OC(C)(C)C)C)C(F)(F)F tert-butyl (2R,3R)-3-((7-bromo-8-fluoro-2-(((2R,7aS)-2-fluorotetrahydro-1H-pyrrolizin-7a(5H)-yl)methoxy)-6-(trifluoromethyl)quinazolin-4-yl)oxy)-2-methylpyrrolidine-1-carboxylate